N-((1-fluorocyclohexyl)methyl)-5-(thieno[3,2-c]pyridin-2-yl)-7H-pyrrolo[2,3-d]pyrimidin-2-amine FC1(CCCCC1)CNC=1N=CC2=C(N1)NC=C2C2=CC=1C=NC=CC1S2